C(C)(C)C=1C=NN2C1N=C(N=C2NCC2=CC=C(C=C2)N2CCN(CC2)C)NC2CCOCC2 8-isopropyl-N4-(4-(4-methylpiperazin-1-yl)benzyl)-N2-(tetrahydro-2H-pyran-4-yl)pyrazolo[1,5-a][1,3,5]triazine-2,4-diamine